C(C1=CC=CC=C1)N[C@H](CO)[C@H](C)O (2r,3s)-2-(benzylamino)butane-1,3-diol